(S)-5-cyclopropyl-5-(3-(7,8-dichloro-1-methyl-1,2,4,5-tetrahydro-3H-benzo[d]azepin-3-yl)-3-oxopropyl)imidazolidine-2,4-dione C1(CC1)[C@]1(C(NC(N1)=O)=O)CCC(=O)N1CC(C2=C(CC1)C=C(C(=C2)Cl)Cl)C